C(C)OC(=O)CNC(=O)C1CC(CCC1C(C)C)C N-(ethoxycarbonylmethyl)-p-menthane-3-formamide